C(C=C)OC(CNCC(=O)O)=O (2-(allyloxy)-2-oxoethyl)glycine